6-amino-3-(dimethylamino)picolinonitrile NC1=CC=C(C(=N1)C#N)N(C)C